(R)-4-(1-(1-acryloylpyrrolidin-3-yl)-5-aminoimidazo[1,5-c]pyrimidin-3-yl)-N-(pyridin-2-yl)benzamide C(C=C)(=O)N1C[C@@H](CC1)C=1N=C(N2C(=NC=CC21)N)C2=CC=C(C(=O)NC1=NC=CC=C1)C=C2